((4S,5R)-2-(ethoxycarbonyl)-4,5-dimethyl-5-(trifluoromethyl)-4,5-dihydrofuran-3-yl)boronic acid C(C)OC(=O)C=1O[C@]([C@H](C1B(O)O)C)(C(F)(F)F)C